1,1,1-trifluoro-2-methylpropan-2-yl ((4-(3-cyclopropyl-1,2,4-oxadiazol-5-yl)bicyclo[2.2.2]octan-1-yl)methyl)(5-fluoro-4-(3-fluoro-4-(2-hydroxypropan-2-yl)phenyl)pyridin-2-yl)carbamate C1(CC1)C1=NOC(=N1)C12CCC(CC1)(CC2)CN(C(OC(C(F)(F)F)(C)C)=O)C2=NC=C(C(=C2)C2=CC(=C(C=C2)C(C)(C)O)F)F